(5-fluoropyrimidin-2-yl)methyl (1-hydroxy-7-methyl-1,3-dihydrobenzo[c][1,2]oxaborole-6-carbonyl)-L-valinate OB1OCC2=C1C(=C(C=C2)C(=O)N[C@@H](C(C)C)C(=O)OCC2=NC=C(C=N2)F)C